O1CC(CCCC1)CC(=O)O 2-(oxepan-3-yl)acetic acid